3-methylpentane-2,2-diol CC(C(C)(O)O)CC